6-amino-4-methoxy-N-(6-(trifluoromethyl)pyridin-2-yl)nicotinamide NC1=NC=C(C(=O)NC2=NC(=CC=C2)C(F)(F)F)C(=C1)OC